N-(4,4-difluoro-1-hydroxy-2-methylbutan-2-yl)-6-fluoro-2-methyl-5-(o-tolyloxy)benzofuran-3-carboxamide FC(CC(CO)(C)NC(=O)C1=C(OC2=C1C=C(C(=C2)F)OC2=C(C=CC=C2)C)C)F